lithium difluoromethylenediamine borate B([O-])([O-])[O-].FC(N)(N)F.[Li+].[Li+].[Li+]